C(C)(C)(C)OC(=O)N[C@H](C(=O)OCC#N)CC=1SC=C(N1)C=1SC=C(N1)C=1SC=C(N1)C=1SC=C(N1)C#N cyanomethyl (S)-2-((tert-butoxy carbonyl)amino)-3-(4-cyano-[2,4':2',4'':2'',4'''-quaterthiazol]-2'''-yl)propanoate